6-chloro-2-(2-methyl-2H-tetrazol-5-yl)pyridin-3-amine ClC1=CC=C(C(=N1)C=1N=NN(N1)C)N